NCCNCCC[Si](OC)(OC)OC 3-(2-aminoethylamino)n-propyltrimethoxysilane